(S)-N-(allyloxy)-3-chloro-5-(3-(2-chloro-7-(1-methoxyethyl)pyrazolo[1,5-a]pyrimidin-6-yl)ureido)picolinamide C(C=C)ONC(C1=NC=C(C=C1Cl)NC(=O)NC=1C=NC=2N(C1[C@H](C)OC)N=C(C2)Cl)=O